(S)-2-(3-((4-bromophenoxy)methyl)pyrrolidin-1-yl)-5-ethylpyrimidine BrC1=CC=C(OC[C@@H]2CN(CC2)C2=NC=C(C=N2)CC)C=C1